ClC1=NC=C(C(=N1)NCCC(=O)OC)CNC1=C(C=CC=C1C)C methyl 3-({2-chloro-5-[(2,6-dimethylanilino)methyl]pyrimidin-4-yl}amino)propanoate